CN1CC(C1)(C)[C@@](C=1C=C(N=NC1)CCC(C)(O)C1=NC(=CC=C1)OC)(C1=CC=C(C=C1)C(C)C)O 4-{5-[(R)-(1,3-dimethyl-azetidin-3-yl)-hydroxy-(4-isopropyl-phenyl)-methyl]-pyridazin-3-yl}-2-(6-methoxy-pyridin-2-yl)-butan-2-ol